C1(CCCCC1)C1=CC=C(C=C1)C=1NC=2N(C(C1)=O)N=C(C2C(=O)N2CC(C2)CF)C2=NC(=CN=C2)C 5-(4-Cyclohexylphenyl)-3-(3-(fluoromethyl)azetidine-1-carbonyl)-2-(6-methylpyrazin-2-yl)pyrazolo[1,5-a]pyrimidin-7(4H)-one